CC=1C=C(C=CC1O)C1=CC=NC2=CC=CC=C12 4-(3-Methyl-4-Hydroxyphenyl)quinoline